2-(biphenyl-4-yl)-4-{4-(naphthalen-1-yl)phenyl}-6-{4-(pyridin-3-yl)phenyl}pyrimidine C1(=CC=C(C=C1)C1=NC(=CC(=N1)C1=CC=C(C=C1)C1=CC=CC2=CC=CC=C12)C1=CC=C(C=C1)C=1C=NC=CC1)C1=CC=CC=C1